(3,3-Difluorocyclopentyl)-2-methoxy-5-nitropyrimidin-4-amine FC1(CC(CC1)C1=C(C(=NC(=N1)OC)N)[N+](=O)[O-])F